aminoformic acid diacrylate C(C=C)(=O)O.C(C=C)(=O)O.NC(=O)O